FC(C=1C(=C(C=CC1F)[C@H]1[C@@H](O[C@@]([C@@H]1C)(C(F)(F)F)C)C(=O)NC1=CC(=NC=C1)C(=O)N)OC)F (2R,3S,4R,5S)-4-[[3-[3-(Difluoromethyl)-4-fluoro-2-methoxy-phenyl]-4,5-dimethyl-5-(trifluoromethyl)tetrahydrofuran-2-carbonyl]amino]pyridin-2-carboxamid